5-difluoromethoxy-2-[(3,4-dimethoxypyridin-2-yl)methylsulfanyl]-1H-benzimidazole FC(OC1=CC2=C(NC(=N2)SCC2=NC=CC(=C2OC)OC)C=C1)F